CC(C)(C)C=1C=C(C#N)C=CC1O 3-(1,1-dimethylethyl)-4-hydroxy-benzonitrile